BrC=1C=C(C(=O)N)C=CC1CO 3-bromo-4-(hydroxymethyl)benzamide